(1s,3s)-3-(((2-((2-(2,6-dioxopiperidin-3-yl)-1-oxoisoindolin-5-yl)oxy)cyclohexyl)amino)methyl)-1-methylcyclobutane-1-carbonitrile O=C1NC(CC[C@@H]1N1C(C2=CC=C(C=C2C1)OC1[C@H](CCCC1)NCC1CC(C1)(C#N)C)=O)=O